6-(6-(4,4-difluoropiperidine-1-carbonyl)naphthalen-1-yl)-2-methylphthalazin-1(2H)-one FC1(CCN(CC1)C(=O)C=1C=C2C=CC=C(C2=CC1)C=1C=C2C=NN(C(C2=CC1)=O)C)F